N[C@@H]([C@@H](C(=O)N[C@@](C(=O)O)(CC)C1=CC(=CC=C1)OC(F)(F)F)O)CC1=CC=CC=C1 (S)-2-((2S,3R)-3-amino-2-hydroxy-4-phenylbutanamido)-2-(3-(trifluoromethoxy)phenyl)butanoic acid